ClC1=C2C(=NC=C1C1=CNC3=C(C=CC=C13)N1C(CN(CC1)C)=O)NC[C@]21C[C@@H](CC1)C(=O)N (1R,3R)-4'-Chloro-5'-(7-(4-methyl-2-oxopiperazin-1-yl)-1H-indol-3-yl)-1',2'-dihydrospiro[cyclopentane-1,3'-pyrrolo[2,3-b]pyridine]-3-carboxamide